C1(CCCCC1)NC(=O)C=1C2=CN(N=C2C=CC1)C=1C=NC=CC1 N-cyclohexyl-2-(3-pyridyl)indazole-4-carboxamide